CC=1SC=C(N1)C 2,4-DIMETHYLTHIAZOLE